2-(6-(((1R,2R,3S,5S)-2-fluoro-8-azabicyclo[3.2.1]oct-3-yl)(methyl)amino)-1,2,4-triazin-3-yl)-5-(1H-pyrazol-4-yl)phenol F[C@@H]1[C@H]2CC[C@@H](C[C@@H]1N(C1=CN=C(N=N1)C1=C(C=C(C=C1)C=1C=NNC1)O)C)N2